(4R)-4-[3-[3-[3-Fluoro-4-[3-(trifluoromethyl)azetidin-1-yl]phenyl]azetidin-1-yl]-3-oxo-propyl]oxazolidin-2-one FC=1C=C(C=CC1N1CC(C1)C(F)(F)F)C1CN(C1)C(CC[C@H]1NC(OC1)=O)=O